(5Z)-3-Methyl-5-[(2-methylindazol-5-yl)methylene]-2-[4-(4-methylpiperazin-1-yl)anilino]imidazol-4-one CN1C(=N\C(\C1=O)=C/C1=CC2=CN(N=C2C=C1)C)NC1=CC=C(C=C1)N1CCN(CC1)C